C(C1=CC=CC=C1)OCCOC1=C(N=NC=C1)Cl (2-(benzyloxy)ethoxy)-3-chloropyridazine